6-isopropoxy-pyrimidin-4-amine C(C)(C)OC1=CC(=NC=N1)N